CSCCCCCCCCCCSC 1,10-BIS(METHYLTHIO)DECANE